COC1=CN(C=2N=NC(=CC21)C2=C(C=C(C=C2C)C(F)(F)F)OCOC)C2CC(C2)(O)C (1s,3s)-3-{5-methoxy-3-[2-(methoxymethoxy)-6-methyl-4-(trifluoromethyl)phenyl]-7H-pyrrolo[2,3-c]pyridazin-7-yl}-1-methylcyclobutanol